(S)-(1-(2-ethoxy-5-(trifluoromethyl)phenethyl)pyrrolidin-3-yl)methanamine hydrochloride Cl.C(C)OC1=C(CCN2C[C@@H](CC2)CN)C=C(C=C1)C(F)(F)F